O1C(=CC(=O)C=2C(O)=CC(O)=CC12)C1=CC(O)=C(O)C=C1.C(CC)C1=C(C(=O)O)C=C(C(=C1O)O)O Propyl-gallate-luteolin